hydroxy-2-tetrahydrofuran-2-yl-acetamidine OC(C(=N)N)C1OCCC1